C(C)(C)(C)C=1C=C(C(O)=CC1)O 4-tertbutylcatechol